C(C)(C)(C)OC(=O)N1CCN(CC1)CC1=CC=C(C=C1)NC1=NC(=NC(=C1C(=O)OCC)C)C1=CC=C(C=C1)C(=O)OC Ethyl 4-(4-((4-(tert-butoxycarbonyl) piperazin-1-yl) methyl) phenylamino)-2-(4-(methoxycarbonyl) phenyl)-6-methylpyrimidine-5-carboxylate